4-(7-amino-3-(4-oxocyclohexyl)-1H-pyrazolo[4,3-d]pyrimidin-1-yl)-N-(4-(trifluoromethyl)pyridin-2-yl)benzamide NC=1C2=C(N=CN1)C(=NN2C2=CC=C(C(=O)NC1=NC=CC(=C1)C(F)(F)F)C=C2)C2CCC(CC2)=O